FC(C/C(=C(\C=1C=C2C(=NN(C2=CC1)C1OCCCC1)F)/C=1C=CC(=NC1)O[C@H]1CN(CCC1)C(C#CC)=O)/C1=CC=CC=C1)(F)F 1-((3R)-3-((5-((Z)-4,4,4-Trifluoro-1-(3-fluoro-1-(tetrahydro-2H-pyran-2-yl)-1H-indazol-5-yl)-2-phenylbut-1-en-1-yl)pyridin-2-yl)oxy)piperidin-1-yl)but-2-yn-1-one